B(O)(O)C1N(CCC1)C([C@@H](C)NC(=O)C1=CC=NC2=CC(=CC=C12)OCC(=O)O)=O 2-((4-(((2R)-1-(2-boronopyrrolidin-1-yl)-1-oxopropan-2-yl)carbamoyl)quinolin-7-yl)-oxy)acetic acid